5-(((3-Bromo-4-chloro-2-fluorophenyl)amino)methylene)-2,2-dimethyl-1,3-dioxane-4,6-dione BrC=1C(=C(C=CC1Cl)NC=C1C(OC(OC1=O)(C)C)=O)F